ClC=1C(=C(C#N)C=CC1Cl)N1CCC(CC1)C1=NN=CN1C 3,4-dichloro-2-[4-(4-methyl-1,2,4-triazol-3-yl)piperidin-1-yl]benzonitrile